C1=CC=CC=2CC3=CC=CC=C3CC12 9,10-Dihydro-anthracene